(3-methyl-2-(2H-1,2,3-triazol-2-yl)phenyl)((1S,4S,6R)-6-((5-(trifluoromethyl)pyridin-2-yl)amino)-2-azabicyclo[2.2.1]heptan-2-yl)methanone CC=1C(=C(C=CC1)C(=O)N1[C@@H]2[C@@H](C[C@H](C1)C2)NC2=NC=C(C=C2)C(F)(F)F)N2N=CC=N2